C1(CC1)C1=NC(=CC=C1O[C@@H]1C[C@H](CCC1)C(=O)OC)C=1N=NN(C1COC(N(C)C1CC(C1)(F)F)=O)C methyl (1S,3S)-3-((2-cyclopropyl-6-(5-((((3,3-difluorocyclobutyl)(methyl)carbamoyl)oxy)methyl)-1-methyl-1H-1,2,3-triazol-4-yl)pyridin-3-yl)oxy)cyclohexane-1-carboxylate